N1C(CNC(CNC(CNC(CNC(C1)=O)=O)=O)=O)=O 1,4,7,10,13-pentaazacyclopentadecane-2,5,8,11,14-pentaone